4-(1-(3-chloropyridineformyl)pyrrolidin-3-yl)-3-(1,3-dioxan-2-yl)benzaldehyde ClC=1C(=NC=CC1)C(=O)N1CC(CC1)C1=C(C=C(C=O)C=C1)C1OCCCO1